1-hydroxy-6,6-dimethyl-3-pentyl-6a,7,8,10a-tetrahydrobenzo[c]-chromene-9-carboxylic acid OC1=C2C3C(C(OC2=CC(=C1)CCCCC)(C)C)CCC(=C3)C(=O)O